tert-butyl 2-(2-(4-hydroxyphenyl)-6-oxo-5-((3-phenylpropyl)amino) pyrimidin-1(6H)-yl)acetate OC1=CC=C(C=C1)C=1N(C(C(=CN1)NCCCC1=CC=CC=C1)=O)CC(=O)OC(C)(C)C